undecanoylsn-glycero-3-phospho-L-serine C(CCCCCCCCCC)(=O)N[C@@H](COP(OC[C@@H](CO)O)(=O)O)C(=O)O